1-Methoxy-6,6,9-trimethyl-3-pentyl-6a,7,8,10a-tetrahydrobenzo[c]chromene COC1=C2C3C(C(OC2=CC(=C1)CCCCC)(C)C)CCC(=C3)C